FC=1C=C2C(=CNC2=CC1)C[C@@H](C)N (R)-1-(5-fluoro-1H-indol-3-yl)propan-2-amine